BrCC(=O)C=1C(=CC(=C(C1)N1C(N(C(N(C1=O)C)=S)C)=O)F)Cl 3-(5-(2-bromoacetyl)-4-chloro-2-fluorophenyl)-1,5-dimethyl-6-thioxo-1,3,5-triazine-2,4-dione